2,4,6-trimethylolphenol C(O)C1=C(C(=CC(=C1)CO)CO)O